2-(4-(4-(2,6-Difluorobenzyl)-5-oxo-4,5-dihydro-1H-1,2,4-triazol-1-yl)-2-fluorophenoxy)-1,5-dimethyl-1H-imidazole-4-carboxylic acid ethyl ester C(C)OC(=O)C=1N=C(N(C1C)C)OC1=C(C=C(C=C1)N1N=CN(C1=O)CC1=C(C=CC=C1F)F)F